(3R)-3-{[2-(1H-pyrazol-3-yl)-7-(trifluoromethyl)[1,2,4]triazolo[1,5-c]quinazolin-5-yl]amino}azepan-2-one N1N=C(C=C1)C1=NN2C(=NC=3C(=CC=CC3C2=N1)C(F)(F)F)N[C@H]1C(NCCCC1)=O